C1(=CC=CC=C1)[SH+]N=C(C#N)C1=CC=C(C=C1)C (phenylsulfonio-imino)-4-methylphenylacetonitrile